(R)-1-(2-((tert-butyldiphenylsilyl)oxy)ethyl)aziridine-2-carboxylic acid [Si](C1=CC=CC=C1)(C1=CC=CC=C1)(C(C)(C)C)OCC[N@@]1C(C1)C(=O)O